4-((3-(4-(difluoromethoxy)-2,3-difluorophenyl)imidazo[1,2-a]pyrazin-8-yl)amino)-N-(2-((2-(dimethylamino)ethyl)amino)-2-oxoethyl)-2-ethylbenzamide FC(OC1=C(C(=C(C=C1)C1=CN=C2N1C=CN=C2NC2=CC(=C(C(=O)NCC(=O)NCCN(C)C)C=C2)CC)F)F)F